(S)-ethyl 1-amino-2-(1-(tert-butoxycarbonyl)pyrrolidin-2-yl)-4-(4-((4-isopropyl-pyridin-2-yl)carbamoyl)phenyl)-1H-imidazole-5-carboxylate NN1C(=NC(=C1C(=O)OCC)C1=CC=C(C=C1)C(NC1=NC=CC(=C1)C(C)C)=O)[C@H]1N(CCC1)C(=O)OC(C)(C)C